1-(2-Ethoxy-6-hydroxy-4-methoxyphenyl)-3-(4-ethoxyphenyl)prop-2-en-1-one C(C)OC1=C(C(=CC(=C1)OC)O)C(C=CC1=CC=C(C=C1)OCC)=O